CC1C2C(C(CC1=O)C2)(C)C trans-2,6,6-Trimethylbicyclo[3.1.1]heptan-3-one